2-(((1-(2-chloroethyl)piperidin-4-yl)oxy)methyl)-5-fluoro-7-((tetrahydro-2H-pyran-4-yl)methoxy)quinazolin-4(3H)-one ClCCN1CCC(CC1)OCC1=NC2=CC(=CC(=C2C(N1)=O)F)OCC1CCOCC1